4-[5-(2-aminoethyl)pyrimidin-2-yl]-3-(5-cyclopropyl-2-methylpyrazol-3-yl)oxybenzonitrile NCCC=1C=NC(=NC1)C1=C(C=C(C#N)C=C1)OC=1N(N=C(C1)C1CC1)C